Ethyl (Z)-4,4,4-trifluoro-3-[(4-methoxyphenyl)methyl]but-2-enoate FC(\C(=C/C(=O)OCC)\CC1=CC=C(C=C1)OC)(F)F